(6-(ethylamino)pyridin-3-yl)boronic acid C(C)NC1=CC=C(C=N1)B(O)O